C(#N)C1=C(C=C(C=N1)N1C(N(C(C1=O)(C)C)CCCC(=O)O)=S)OC 4-[3-[6-cyano-5-(methyloxy)pyridin-3-yl]-5,5-dimethyl-4-oxo-2-thioxo-imidazolidin-1-yl]butyric acid